(+)-2-methyl-3-(3-propyl-1-cyclopenten-1-yl)propanal CC(C=O)CC1=CC(CC1)CCC